OCCCNCCC(=O)O 3-[(3-HYDROXYPROPYL)AMINO]PROPANOIC ACID